3-((2-(1,4-dioxa-8-azaspiro[4.5]dec-8-yl)ethyl)imino)-N-(2-methoxypyridin-3-yl)-5-(4-(trifluoromethoxy)phenyl)-3,5-dihydrophenazin-2-amine O1CCOC12CCN(CC2)CCN=C2C(=CC1=NC3=CC=CC=C3N(C1=C2)C2=CC=C(C=C2)OC(F)(F)F)NC=2C(=NC=CC2)OC